C(OCC1C2=CC=CC=C2C=2C=CC=CC12)(ON1C(CCC1=O)=O)=O (9H-fluoren-9-yl)-methyl (2,5-dioxopyrrolidin-1-yl) carbonate